C(C)(C)(C)OC(CCC=O)=O 4-oxobutanoic acid tert-butyl ester